C1(=CC=CC=C1)C(N1N=C2C=CC=CC2=C1)(C1=CC=CC=C1)C1=CC=CC=C1 2-(triphenylmethyl)-2H-indazole